CN(CCCNC(C1=CC=C(C=C1)C=1C=C2N=CC=NC2=C(C1)OCC1=CC=C(C=C1)OC)=O)C N-[3-(dimethylamino)propyl]-4-[8-[(4-methoxyphenyl)methoxy]quinoxalin-6-yl]benzamide